COC1=NC=2CCN(CC2C=C1)C 2-methoxy-6-methyl-5,6,7,8-tetrahydro-1,6-naphthyridine